CC1(CC2=C(C(N1)=O)C(=C(N2)C2=CC(=NC=C2)NC(C(C)C2=CC=C(C=C2)F)=O)C=2C=NC=CC2)C N-{4-[6,6-dimethyl-4-oxo-3-(pyridin-3-yl)-4,5,6,7-tetrahydro-1H-pyrrolo[3,2-c]pyridin-2-yl]pyridin-2-yl}-2-(4-fluorophenyl)propanamide